(3-phenylbutyl) methyl sulfide CSCCC(C)C1=CC=CC=C1